(6-chloro-1-(5-chloro-2-(difluoromethoxy)phenyl)-1H-pyrazolo[4,3-c]Pyridin-3-yl)methanol ClC1=CC2=C(C=N1)C(=NN2C2=C(C=CC(=C2)Cl)OC(F)F)CO